C(OCC1(CC1)CC)(OC1=CC=C(C=C1)[N+](=O)[O-])=O (1-ethylcyclopropyl)methyl (4-nitrophenyl) Carbonate